1,2-epoxy-5,9-cyclodecanediene C12C(CCC=CCCC=C1)O2